[Cl-].CN1C=NC=C1 1-methylimidazole Chloride